(2E)-9,10-di(2H3)methoxy-2-[(2,4,6-trimethylphenyl)imino]-3H,6H,7H-pyrimido[4,3-a]isoquinolin-4-one C(OC=1C=C2CCN3C(C2=CC1OC([2H])([2H])[2H])=C\C(\NC3=O)=N/C3=C(C=C(C=C3C)C)C)([2H])([2H])[2H]